N1CCC(CC1)NC1=CC=CC=2N1N=C(C2SC(F)(F)F)C#CCNC(C)=O N-(3-{7-[(piperidin-4-yl)amino]-3-[(trifluoromethyl)sulfanyl]pyrazolo[1,5-a]pyridin-2-yl}prop-2-yn-1-yl)acetamide